(4S,5S,6S)-(5,6-difluoro-4-hydroxy-3-(trifluoromethyl)-5,6-dihydrocyclopenta[b]pyrrole-1(4H)-yl)-2-fluorobenzonitrile F[C@H]1[C@H](C2=C(N(C=C2C(F)(F)F)C=2C(=C(C#N)C=CC2)F)[C@@H]1F)O